ClC=1C=CC(=NC1C(F)(F)F)C(N[S@](=O)C(C)(C)C)C1CC(C1)C(F)(F)F (R)-N-((5-chloro-6-(trifluoromethyl)pyridin-2-yl)(3-(trifluoro-methyl)cyclobutyl)methyl)-2-methylpropane-2-sulfinamide